methyl-tributylphosphine phosphate P(=O)(O)(O)O.CC(CCC)P(CCCC)CCCC